2-{[(αR)-6-[4-(2-methylpropyl)-2,5-dioxoimidazolidin-1-yl]spiro[3.3]-heptan-2-yl]oxy}-pyridine-3-carboxamide CC(CC1NC(N(C1=O)C1CC2(CC(C2)OC2=NC=CC=C2C(=O)N)C1)=O)C